COC=1C=CC(=C2CCN(CC12)C(=O)OC(C)(C)C)B1OC(C(O1)(C)C)(C)C tert-Butyl 8-methoxy-5-(4,4,5,5-tetramethyl-1,3,2-dioxaborolan-2-yl)-3,4-dihydroisoquinoline-2(1H)-carboxylate